NC(C1=CC=C(C(=O)OCC)C=C1)C1CC1 2-Ethyl 4-[amino(cyclopropyl)methyl]benzoate